4-(2-fluorophenyl)-5-(methyl-d3)pyrimidine-2-carboxamide FC1=C(C=CC=C1)C1=NC(=NC=C1C([2H])([2H])[2H])C(=O)N